2-amino-N-((1S,9S)-9-ethyl-5-fluoro-9-hydroxy-4-methyl-10,13-dioxo-2,3,9,10,13,15-hexahydro-1H,12H-benzo[de]pyrano[3',4':6,7]indolizino[1,2-b]quinolin-1-yl)-2-methylpropanamide NC(C(=O)N[C@H]1CCC=2C=3C1=C1C(=NC3C=C(C2C)F)C2=CC3=C(C(N2C1)=O)COC([C@]3(O)CC)=O)(C)C